C(CCC)OCOC(C=C)=O Butoxymethylacrylat